O=C1C(CN(C1)C(=O)OCC1=CC=CC=C1)C(=O)OCC 1-benzyl 3-ethyl 4-oxopyrrolidine-1,3-dicarboxylate